C1(=CC=CC2=CC=CC=C12)C(=O)ON=C(CC=1SC2=C(N1)C=CC=C2)N N'-(1-naphthoyloxy)-2-(benzo[d]thiazol-2-yl)acetimidamide